(3Z)-18,18-didecyloxy-3-octadecen-1-ol C(CCCCCCCCC)OC(CCCCCCCCCCCCC\C=C/CCO)OCCCCCCCCCC